N-hydroxycyclopentanecarboxamide ONC(=O)C1CCCC1